1-ethoxy-2-methyl-1-oxopropan-2-yl 1-{2-chloro-4-fluoro-5-[3-methyl-2,6-dioxo-4-(trifluoromethyl)-3,6-dihydropyrimidin-1(2H)-yl]phenoxy}cyclopropanecarboxylate ClC1=C(OC2(CC2)C(=O)OC(C(=O)OCC)(C)C)C=C(C(=C1)F)N1C(N(C(=CC1=O)C(F)(F)F)C)=O